C12(CC3CC(CC(C1)C3)C2)C(=O)N[C@H](C(=O)O)CCCCCCCC2=NC=3NCCCC3C=C2 (2S)-2-(adamantane-1-carbonylamino)-9-(5,6,7,8-tetrahydro-1,8-naphthyridin-2-yl)nonanoic acid